C1(=CC=CC=C1)COC1=C(C=O)C=C(C(=C1C)OCC1=CC=CC=C1)Cl 2,4-bis(phenylmethyloxy)-5-chloro-3-methylbenzaldehyde